13,13-dimethyl-6-methoxy-7-(2-hydroxy-2-methyl-3-butyn-4-yl)-indeno[2',3':3,4]naphtho[1,2-b]pyran CC1(C2=CC=CC=C2C2=C1C=1C(OC=CC1)C=1C=C(C(=CC21)C#CC(C)(C)O)OC)C